4-[2-ethoxyethyl-[4-(5,6,7,8-tetrahydro-1,8-naphthyridin-2-yl)butyl]amino]-2-[(3-phenyloxetane-3-carbonyl)amino]butanoic acid C(C)OCCN(CCC(C(=O)O)NC(=O)C1(COC1)C1=CC=CC=C1)CCCCC1=NC=2NCCCC2C=C1